C(C)(C)(C)N(C(=O)OC1CCN(CC1)CCCN)C1CCC(CC1)C=O 1-(3-aminopropyl)piperidin-4-ol tert-butyl-((1r,4r)-4-formylcyclohexyl)carbamate